CC1=NC(=NC(=C1)C)NC1(C[C@@H]2[C@@H](CNC2)C1)C (3aR,6aS)-N-(4,6-dimethylpyrimidin-2-yl)-5-methyloctahydrocyclopenta[c]pyrrol-5-amine